BrC1=C(C(=CC(=C1)F)C)N 2-bromo-4-fluoro-6-methyl-phenylamine